C(C(=C)C)(=O)NC(CS(=O)(=O)O)CCCCCCCC 2-methacrylamidodecyl-sulfonic acid